ClC1=C(C=CC(=N1)C#N)C1=CN=C(O1)C=C(C)C 6-chloro-5-(2-(2-methylprop-1-en-1-yl)oxazol-5-yl)picolinonitrile